OC=1C=2CCC2C=CC1C1=NN=C(C(N1C)=O)N[C@H]1CNCCC1 3-(2-Hydroxy-3-bicyclo[4.2.0]octa-1(6),2,4-trienyl)-4-methyl-6-[[(3R)-3-piperidyl]amino]-1,2,4-triazin-5-one